C(C)(C)(C)OC(=O)N1CCC=C(C1)F 5-fluoro-3,6-dihydropyridine-1(2H)-carboxylic acid tert-butyl ester